ClC=1C(=NC(=NC1)NC1CN(CC1)C1=NC=NC2=CC=CC=C12)OC1=CC=CC=C1 4-[3-(5-Chloro-4-phenoxy-pyrimidin-2-ylamino)-pyrrolidin-1-yl]-quinazolin